5-(8-((1S,2S)-2-(5-(2,2,2-trifluoroethoxy)quinolin-7-yl)cyclopropyl)imidazo[1,2-b]pyridazin-6-yl)pyrimidine-2,4(1H,3H)-dione FC(COC1=C2C=CC=NC2=CC(=C1)[C@@H]1[C@H](C1)C=1C=2N(N=C(C1)C=1C(NC(NC1)=O)=O)C=CN2)(F)F